C1OCC12CC(C2)N2N=NC(=C2)C[C@@H]2[C@@H]([C@H]([C@H]([C@H](O2)CO)O)N2N=NC(=C2)C2=C(C(=C(C=C2)F)F)F)OC (2R,3R,4S,5R,6R)-6-((1-(2-oxaspiro[3.3]hept-6-yl)-1H-1,2,3-triazol-4-yl)methyl)-2-(hydroxymethyl)-5-methoxy-4-(4-(2,3,4-trifluorophenyl)-1H-1,2,3-triazol-1-yl)tetrahydro-2H-pyran-3-ol